4-(tert-butyl)isoquinolin C(C)(C)(C)C1=CN=CC2=CC=CC=C12